7-methoxy-1'-hydroxy-ethyl-3',3'-dimethylspiro[2H-1,4-benzoxazine-2,2'-indoline] COC1=CC2=C(N=CC3(N(C4=CC=CC(=C4C3(C)C)CC)O)O2)C=C1